O1C(=CC=C1)C(=O)O[C@@]1([C@@H](C[C@H]2C3CCC4=CC(C=C[C@@]4([C@]3([C@H](C[C@]12C)O)Cl)C)=O)C)C(CCl)=O [(9R,10S,11S,13S,14S,16R,17R)-9-chloro-17-(2-chloroacetyl)-11-hydroxy-10,13,16-trimethyl-3-oxo-6,7,8,11,12,14,15,16-octahydrocyclopenta[a]phenanthren-17-yl] furan-2-carboxylate